6-((4-methoxyphenyl)amino)pyrido[4,3-e]pyrrolo[1,2-a]pyrazine-7-carboxylic acid COC1=CC=C(C=C1)NC=1C=2N(C3=C(N1)C=CN=C3)C=CC2C(=O)O